rac-2-amino-2-(4-bromopyridin-2-yl)propanenitrile N[C@](C#N)(C)C1=NC=CC(=C1)Br |r|